(±)-benzyl (2R,3S)-2-(5-bromopyridin-3-yl)-1-(tert-butyldimethylsilyloxy)-1-phenylpropan-2-ylcarbamate BrC=1C=C(C=NC1)[C@@]([C@@H](C1=CC=CC=C1)O[Si](C)(C)C(C)(C)C)(C)NC(OCC1=CC=CC=C1)=O |&1:8|